[Ti].[Ni].[Cu] Copper-Nickel-Titanium